N1CN=CC2=C1N=CC(=C2)C#N dihydropyridino[2,3-d]pyrimidine-6-carbonitrile